ClC1=CC(=C(COC2=NN(C=C2)C2CCN(CC2)CC2=NC=3C(=NC(=CC3)C(=O)OC)N2CC2=CN=CN2CC)C=C1)F methyl 2-((4-(3-((4-chloro-2-fluorobenzyl)oxy)-1H-pyrazol-1-yl)piperidin-1-yl)methyl)-3-((1-ethyl-1H-imidazol-5-yl)methyl)-3H-imidazo[4,5-b]pyridine-5-carboxylate